C(C(=C)C)(=O)OCCCCCCCCCCCCCCCCCCCCCOC(C=C)=O 21-(Acryloyloxy)-heneicosanyl methacrylat